racemic-diethyl-2-vinylcyclopropane-1,1-dicarboxylic acid C(C)C1([C@H](C1(C(=O)O)C(=O)O)C=C)CC |r|